N-(5-(2-(3',4'-dihydro-2'H-spiro[cyclopropane-1,1'-isoquinolin]-2'-yl)acetamido)-2-methylpyridin-3-yl)-7-(1-methyl-1H-pyrazol-4-yl)-[1,2,4]triazolo[4,3-a]pyridine-3-carboxamide C12(N(CCC3=CC=CC=C13)CC(=O)NC=1C=C(C(=NC1)C)NC(=O)C1=NN=C3N1C=CC(=C3)C=3C=NN(C3)C)CC2